(E)-5-[4-(3-Chloro-10,11-dihydro-5H-dibenzo[b,f]azepin-5-yl)butyl-methyl-amino]pent-3-en-2-one maleate C(\C=C/C(=O)O)(=O)O.ClC=1C=CC2=C(N(C3=C(CC2)C=CC=C3)CCCCN(C/C=C/C(C)=O)C)C1